2,5-dimethyl-dodecanoic acid CC(C(=O)O)CCC(CCCCCCC)C